N1-cyclopropyl-6,7-difluoro-3-({[(3S)-1-(6-methylpyridin-3-yl)piperidin-3-yl]amino}methyl)-1,4-dihydroquinolin-4-one C1(CC1)N1C=C(C(C2=CC(=C(C=C12)F)F)=O)CN[C@@H]1CN(CCC1)C=1C=NC(=CC1)C